(R)-7-methoxy-3-methyl-5-(4-((3-(4-methyl-1-oxo-1,3-dihydroisobenzofuran-5-yl)piperazin-1-yl)methyl)-1H-pyrazol-1-yl)benzo[d]oxazol-2(3H)-one COC1=CC(=CC=2N(C(OC21)=O)C)N2N=CC(=C2)CN2C[C@H](NCC2)C=2C(=C1COC(C1=CC2)=O)C